(1r,4r)-N1-(4-(6-(6-Methoxypyridin-3-yl)imidazo[1,2-a]pyridin-3-yl)-5-methylpyrimidin-2-yl)cyclohexane-1,4-diamine COC1=CC=C(C=N1)C=1C=CC=2N(C1)C(=CN2)C2=NC(=NC=C2C)NC2CCC(CC2)N